(2S)-2-amino-3-(1-phenyl-1H-indol-3-yl)propanoic acid N[C@H](C(=O)O)CC1=CN(C2=CC=CC=C12)C1=CC=CC=C1